6-(1H-imidazole-1-yl)pyridazine-3-formic acid N1(C=NC=C1)C1=CC=C(N=N1)C(=O)O